methyl 2,4,6-decatrienate C(C=CC=CC=CCCC)(=O)OC